CC1=C(C=C(C=C1)NC(=O)N1C2CCCC1(C2)C(=O)N)C2=NN1C(C=N2)=CC=C1 N6-(4-methyl-3-(pyrrolo[2,1-f][1,2,4]triazin-2-yl)phenyl)-6-azabicyclo[3.1.1]heptane-1,6-dicarboxamide